BrC=1C=C(OC2=CC=CC=C2)C=C(C1)SC 2-[3-bromo-5-(methylsulfanyl)phenoxy]benzene